pentane dihydroxide [OH-].[OH-].CCCCC